di-iso-butoxydi(ethoxyacetyl)titanium C(C(C)C)O[Ti](C(COCC)=O)(C(COCC)=O)OCC(C)C